1-((1r,3r)-3-((tert-butyldimethylsilyl)oxy)cyclobutyl)-5-(difluoromethyl)-1H-pyrazole [Si](C)(C)(C(C)(C)C)OC1CC(C1)N1N=CC=C1C(F)F